3,5-bis(phenyldimethylsilyl)phenyl-1,10-phenanthroline C1(=CC=CC=C1)[Si](C=1C=C(C=C(C1)[Si](C)(C)C1=CC=CC=C1)C1=NC2=C3N=CC=CC3=CC=C2C=C1)(C)C